CC=1N=C(NC1C)C1=NC=CC(=C1)C=1C=NC=C(C1)C(=O)NC1CCOCC1 2'-(4,5-Dimethyl-1H-imidazol-2-yl)-N-(tetrahydro-2H-pyran-4-yl)-3,4'-bipyridin-5-carboxamid